ClC1=NC2=CC=CC=C2C(=N1)NCCNC(OC(C)(C)C)=O Tert-Butyl (2-((2-chloroquinazolin-4-yl)amino)ethyl)carbamate